N-(2-(4-Cyanothiazolidin-3-yl)-2-oxoethyl)-6-((4,6-dimethylpyridin-3-yl)-methyl)quinoline-4-carboxamide C(#N)C1N(CSC1)C(CNC(=O)C1=CC=NC2=CC=C(C=C12)CC=1C=NC(=CC1C)C)=O